C(C)(C)(C)OC(N(C1CC1)CO)=O (hydroxymethyl)cyclopropyl-carbamic acid tert-butyl ester